7-fluoro-1,3-benzothiazol-6-amine FC1=C(C=CC=2N=CSC21)N